C(C(=C)C)(=O)O.C(C(=C)C)(=O)O.OC1=CC=C(C=C1)C(C)(C)C1=CC=C(C=C1)O Bisphenol A Di-methacrylate